(R)-4-((2-(1H-pyrazol-4-yl)ethyl)amino)-N-(1-(furan-2-yl)ethyl)-5,6-dimethylpyrimidine-2-carboxamide N1N=CC(=C1)CCNC1=NC(=NC(=C1C)C)C(=O)N[C@H](C)C=1OC=CC1